methyl 2-chloro-5-((6-chloro-5-(4'-((2-(2-hydroxyethoxy)ethoxy)methyl)-[1,1'-biphenyl]-4-yl)-1H-benzo[d]imidazol-2-yl)oxy)benzoate ClC1=C(C(=O)OC)C=C(C=C1)OC1=NC2=C(N1)C=C(C(=C2)C2=CC=C(C=C2)C2=CC=C(C=C2)COCCOCCO)Cl